COC=1C=C(C=C(C1)OC)N(CCNC(C)C)C=1C=C2N=C(C=NC2=CC1)C=1C=NN(C1)C N-(3,5-dimethoxy-phenyl)-N'-(1-methylethyl)-N-[3-(1-methyl-1H-pyrazol-4-yl)quinoxalin-6-yl]ethane-1,2-diamine